(2S,5R)-5-(2-chlorophenyl)pyrrolidine-2-carboxylic acid methyl ester COC(=O)[C@H]1N[C@H](CC1)C1=C(C=CC=C1)Cl